2-(bromomethyl)-2-ethylbutyric acid BrCC(C(=O)O)(CC)CC